(R)-5-((1-(4-(3-(Dimethylamino)pyrrolidin-1-yl)-2-methoxyphenyl)-1H-imidazol-4-yl)amino)pyrazine-2-carbonitrile CN([C@H]1CN(CC1)C1=CC(=C(C=C1)N1C=NC(=C1)NC=1N=CC(=NC1)C#N)OC)C